ClC=1C=C2C(=CC1)NC(C21CCN(CC1)CCOC1=CC(=C(C(=C1)F)[C@@H](C)S(=O)(=O)C)F)=O (R)-5-chloro-1'-{2-[3,5-difluoro-4-(1-methanesulfonylethyl)phenoxy]ethyl}-1,2-dihydrospiro[indole-3,4'-piperidin]-2-one